(4-Cyclopropyl-3-oxopiperazin-1-yl)-N-isopentyl-1H-benzo[d]imidazole-1-carboxamide C1(CC1)N1C(CN(CC1)C1=NC2=C(N1C(=O)NCCC(C)C)C=CC=C2)=O